C(C)C1C(N(CC12CCN(CC2)C(=O)OC(C)(C)C)C2=NC=CC(=C2)C(F)(F)F)=O tert-butyl 4-ethyl-3-oxo-2-(4-(trifluoromethyl)pyridin-2-yl)-2,8-diazaspiro[4.5]decane-8-carboxylate